OC(C)C1=C(C(=C(C(=C1O)C)O)O)O 4-(1-hydroxyethyl)-6-methyl-1,2,3,5-benzenetetraol